C(#N)C=1C=CC(=NC1)CNC(=O)C1=C(C2=C(C=CC3=CN(N=C23)C[C@@H]2OCCOC2)O1)C(F)(F)F N-[(5-cyanopyridin-2-yl)methyl]-2-{[(2S)-1,4-dioxan-2-yl]methyl}-8-(trifluoromethyl)-2H-furo[2,3-g]indazole-7-carboxamide